1-((3-chloropropyl)sulfonyl)-4-(5-(trifluoromethyl)pyridin-3-yl)piperazine ClCCCS(=O)(=O)N1CCN(CC1)C=1C=NC=C(C1)C(F)(F)F